tert-butyl 17-(5-(2-((tert-butoxycarbonyl)amino)propan-2-yl)-2-(pyridin-3-yl)phenoxy)-3,6,9,12,15-pentaoxaheptadecanoate C(C)(C)(C)OC(=O)NC(C)(C)C=1C=CC(=C(OCCOCCOCCOCCOCCOCC(=O)OC(C)(C)C)C1)C=1C=NC=CC1